2,4-diamino-6-[1-(7-fluoro-2-pyridin-2-yl-quinolin-3-yl)-ethylamino]Pyrimidine-5-carbonitrile NC1=NC(=C(C(=N1)N)C#N)NC(C)C=1C(=NC2=CC(=CC=C2C1)F)C1=NC=CC=C1